NC=1C=C(C=CC1N(CC(C)C)C1CCCCC1)C1(CCC1)C#N 1-[3-amino-4-[cyclohexyl-(2-methylpropyl)amino]phenyl]cyclobutane-1-carbonitrile